(5-Bromo-1,3-phenylene)dicarbamic acid di-n-propyl ester C(CC)OC(NC1=CC(=CC(=C1)Br)NC(OCCC)=O)=O